(S)-(1-(3-(1H-1,2,4-triazol-3-yl)phenyl)-1H-pyrrolo[2,3-b]pyridin-5-yl)(3-methylpiperidin-1-yl)methanone N1N=C(N=C1)C=1C=C(C=CC1)N1C=CC=2C1=NC=C(C2)C(=O)N2C[C@H](CCC2)C